[Na].FC(C(C(C(C(C(C(C(C(C(C(C(F)(F)F)(F)F)(F)F)(F)F)(F)F)(F)F)(F)F)(F)F)(F)F)(F)F)(F)F)(F)F perfluorododecane sodium